C12C3C4C5C(C(C3C(C3C6C(CC31)O6)C2)C4)O5 4,5:10,11-diepoxypentacyclo[6.5.1.13,6.02,7.09,13]pentadecane